COC1=C(C=C(C=C1)S(=O)(=O)C)NC(OC(C)(C)C)=O tert-butyl N-(2-methoxy-5-methylsulfonyl-phenyl)carbamate